FC1=C(N=CC2=C1N=C(N=C2N2CC1(CNS(N1)(=O)=O)CCC2)OCC21CCCN1CCC2)C2=CC=CC1=CC=CC(=C21)CO 7-(8-fluoro-7-(8-(hydroxymethyl)naphthalen-1-yl)-2-((tetrahydro-1H-pyrrolizin-7a(5H)-yl)methoxy)pyrido[4,3-d]pyrimidin-4-yl)-2-thia-1,3,7-triazaspiro[4.5]decane 2,2-dioxide